7-(2,8-Dimethylimidazo[1,2-b]pyridazin-6-yl)-2-[(1S,4S)-2,5-diazabicyclo[2.2.1]heptan-2-yl]thiazolo[3,2-a]pyrimidin-5-on CC=1N=C2N(N=C(C=C2C)C=2N=C3N(C(C2)=O)C=C(S3)N3[C@@H]2CN[C@H](C3)C2)C1